FC1(CC(C1)CN1C=CC2=C(C=C(C=C12)C1=CN(C=2C(NC=CC21)=O)C)NS(=O)(=O)C)F N-(1-((3,3-difluorocyclobutyl)methyl)-6-(1-methyl-7-oxo-6,7-dihydro-1H-pyrrolo[2,3-c]pyridin-3-yl)-1H-indol-4-yl)methanesulfonamide